2-(3-Oxa-6-azabicyclo[3.1.1]heptan-6-yl)-N-(5-fluoro-2-((1-(trifluoromethyl)-2-oxabicyclo[2.1.1]hexan-4-yl)carbamoyl)phenyl)-6-methoxybenzo[d]thiazole-7-carboxamide C12COCC(N1C=1SC3=C(N1)C=CC(=C3C(=O)NC3=C(C=CC(=C3)F)C(NC31COC(C3)(C1)C(F)(F)F)=O)OC)C2